5-Hydroxynicotinonitrile OC=1C=NC=C(C#N)C1